N-(4-(3-(4-chlorobenzyl)ureido)phenyl)-2-morpholinoacetamide ClC1=CC=C(CNC(NC2=CC=C(C=C2)NC(CN2CCOCC2)=O)=O)C=C1